C(C1=CC=CC=C1)[C@H]1CN(CC1)C1=CC=C(C=C1)N1N=NC2=C1C(=C(C(=C2)F)O)F (R)-1-(4-(3-Benzylpyrrolidin-1-yl)phenyl)-5,7-difluoro-1H-benzo[d][1,2,3]triazol-6-ol